C(#N)C1=CC(=C(C=C1)C1=CC=CC=C1)NS(=O)(=O)C=1C=C(C(=O)OC)C=CC1C1CC1 methyl 3-(N-(4-cyano-[1,1'-biphenyl]-2-yl)sulfamoyl)-4-cyclopropylbenzoate